CN1CCN(CC1)C1=CC=C(C=C1)C1=CC(=CC=2CNS(OC21)(=O)=O)F 8-(4-(4-methylpiperazin-1-yl)phenyl)-6-fluoro-3,4-dihydrobenzo[e][1,2,3]oxathiazine 2,2-dioxide